BrC1=CC=2C(C3=CC=CC(=C3C2C=C1)C)(C1=CC=CC=C1)C1=CC=CC=C1 2-bromo-5-methyl-9,9-diphenyl-9H-fluorene